4-[2-(1-methyl-1-pyrazolo[1,5-a]pyridin-6-yl-ethoxy)ethyl]morpholine CC(C)(OCCN1CCOCC1)C=1C=CC=2N(C1)N=CC2